C(C1=CC=CC=C1)OC(C(=O)N)=C α-benzyloxyacrylamide